FC=1C=C(C=CC1)[C@H](CNC(C[C@H]1CN(CCC1)C(=O)N(C)C)(C)C)O (S)-3-(2-(((R)-2-(3-Fluorophenyl)-2-hydroxyethyl)amino)-2-methyl-propyl)-N,N-dimethylpiperidine-1-carboxamide